6-bromo-N4-(4-((tert-butyldimethylsilyl)oxy)butyl)-2-chloroquinoline-3,4-diamine BrC=1C=C2C(=C(C(=NC2=CC1)Cl)N)NCCCCO[Si](C)(C)C(C)(C)C